6-(2,4-dimethoxypyrimidin-5-yl)-4-[3-[2-(1-piperidinyl)ethoxy]pyrrolidin-1-yl]thieno[2,3-d]pyrimidine COC1=NC=C(C(=N1)OC)C1=CC2=C(N=CN=C2N2CC(CC2)OCCN2CCCCC2)S1